O=[As][As+](=O)[O-] arsenic trioxide